2-(1-fluorocyclopropyl)-5-iodo-1,3-dimethylbenzene FC1(CC1)C1=C(C=C(C=C1C)I)C